(+-)-trans-N-[8-(benzhydrylideneamino)-6-[1-tetrahydropyran-2-yl-3-(trifluoromethyl)pyrazol-4-yl]-3-isoquinolinyl]-2-cyano-cyclopropanecarboxamide C(C1=CC=CC=C1)(C1=CC=CC=C1)=NC=1C=C(C=C2C=C(N=CC12)NC(=O)[C@H]1[C@@H](C1)C#N)C=1C(=NN(C1)[C@@H]1OCCCC1)C(F)(F)F |&1:37|